C(CC)(=O)OO hydroxy propionate